NC1=C(C(=CC=C1)C)N(S(=O)(=O)C)C N-(2-amino-6-methylphenyl)-N-methylmethanesulfonamide